CN1C[C@@H](OCC1)COC=1N(C(C=CC1C(=O)O)=O)C1=CC=C(C=C1)C (((R)-4-methylmorpholin-2-yl)methoxy)-6-oxo-1-(p-tolyl)-1,6-dihydropyridine-3-carboxylic acid